1-(6Z,9Z,12Z-octadecatrienoyl)-2-(9Z-nonadecenoyl)-glycero-3-phospho-(1'-sn-glycerol) CCCCCCCCC/C=C\CCCCCCCC(=O)O[C@H](COC(=O)CCCC/C=C\C/C=C\C/C=C\CCCCC)COP(=O)(O)OC[C@H](CO)O